6-(Cyclopropanamido)-N-ethoxy-4-((2-methoxy-3-(1H-1,2,4-triazol-3-yl)phenyl)amino)pyridazine-3-carboxamide 2,6-dichloro-4-(1,1,3,3-tetramethylbutyl)phenoxyacetate ClC1=C(OCC(=O)O)C(=CC(=C1)C(CC(C)(C)C)(C)C)Cl.C1(CC1)C(=O)NC1=CC(=C(N=N1)C(=O)NOCC)NC1=C(C(=CC=C1)C1=NNC=N1)OC